(S)-5-phenoxymethyl-(3-benzyl)-2-oxazolidinone O(C1=CC=CC=C1)C[C@@H]1CN(C(O1)=O)CC1=CC=CC=C1